6-{(3S,4S)-4-methyl-1-[(6-methylpyridin-3-yl)methyl]pyrrolidin-3-yl}-1-(tetrahydro-2H-pyran-4-yl)-1,5-dihydro-4H-pyrazolo[3,4-d]pyrimidin-4-one C[C@H]1[C@@H](CN(C1)CC=1C=NC(=CC1)C)C=1NC(C2=C(N1)N(N=C2)C2CCOCC2)=O